7-chloro-1-(3-fluorophenyl)-4-(methylamino)quinazolin-2(1H)-one ClC1=CC=C2C(=NC(N(C2=C1)C1=CC(=CC=C1)F)=O)NC